methyl 8-acetyl-2-(ethylsulfanyl)-4-oxo-4H-chromene-6-carboxylate C(C)(=O)C=1C=C(C=C2C(C=C(OC12)SCC)=O)C(=O)OC